NC1=C(C=C(C=C1C1=CC=C(C=C1)S(N)(=O)=O)/C=C/C(=O)O)C(N)=O (E)-3-(6-amino-5-carbamoyl-4'-sulfamoyl-[1,1'-biphenyl]-3-yl)acrylic acid